2-[(5-tert-butyloxazole-4-carbonyl)amino]-4-[2-isopropoxyethyl-[4-(5,6,7,8-tetrahydro-1,8-naphthyridin-2-yl)butyl]amino]butanoic acid C(C)(C)(C)C1=C(N=CO1)C(=O)NC(C(=O)O)CCN(CCCCC1=NC=2NCCCC2C=C1)CCOC(C)C